NC1=CC=C(C(=C1C(=O)N1[C@H](CCCC1)C=1C=NN(C1)C)F)C=1C(=C2C(=NC1)NCC21CCC(CC1)O)Cl (6-Amino-3-((1r,4r)-4'-chloro-4-hydroxy-1',2'-dihydrospiro[cyclohexane-1,3'-pyrrolo[2,3-b]pyridin]-5'-yl)-2-fluorophenyl)((R)-2-(1-methyl-1H-pyrazol-4-yl)piperidin-1-yl)methanone